N-[1-{5-[2-(aminomethyl)-4-fluorophenyl]thiophen-3-yl}ethyl]-6,7-dimethoxy-2-methylquinazolin-4-amine NCC1=C(C=CC(=C1)F)C1=CC(=CS1)C(C)NC1=NC(=NC2=CC(=C(C=C12)OC)OC)C